decanediol diacetate C(C)(=O)OC(CCCCCCCCC)OC(C)=O